ClC1=CC=C(C=C1)N1N=CC(=N1)C12CC(C1)(C2)NC(=O)C=2OC(=CC2)C2(CC2)S(=O)(=O)C N-[3-[2-(4-chlorophenyl)triazol-4-yl]-1-bicyclo[1.1.1]pentanyl]-5-(1-methylsulfonylcyclopropyl)furan-2-carboxamide